sorbic acid, ammonium salt [NH4+].C(\C=C\C=C\C)(=O)[O-]